N1=C(C=CC=C1)C1=NN=CN=N1 6-(pyridin-2-yl)-1,2,4,5-tetrazine